3,5-difluorobenzene chloride [Cl-].FC=1C=CC=C(C1)F